C(C1=CC=CC=C1)OC1=C(C=C(C=C1)N1C=CC=2N=CN=C(C21)NCC2=CC=C(C=C2)OC)F 5-(4-(benzyloxy)-3-fluorophenyl)-N-(4-methoxybenzyl)-5H-pyrrolo[3,2-d]pyrimidin-4-amine